N[C@@H](CO)C(=O)N[C@@H](C)C(=O)O Seryl-Alanine